(nitroxyl) propionate C(CC)(=O)O.N=O